ClC1=C(C(=CC=C1)F)N1C(C2=C(C=3C=CC(=NC13)C(F)(F)F)N(C=N2)C)=O 5-(2-Chloro-6-fluorophenyl)-1-methyl-7-(trifluoromethyl)-1,5-dihydro-4H-imidazo[4,5-c][1,8]Naphthyridin-4-one